N=1N(N=CC1)C1=C(C=CC=C1)C(=O)N1[C@@H]2[C@@H](C[C@H](C1)C2)OC2=NC=C(C=N2)CC (2-(2H-1,2,3-triazol-2-yl)phenyl)((1S,4R,6R)-6-((5-ethylpyrimidin-2-yl)oxy)-2-azabicyclo[2.2.1]heptan-2-yl)methanone